pyrido[4',3':3,4]pyrazolo[1,5-a]azepine C1=NC=CC=2NN3C(=CC=CC=C3)C21